(S)-4-(6-(3-((2-((S)-3-carboxybutanoyl)-4-fluoro-6-hydroxyisoindolin-5-yl)oxy)propoxy)-4-fluoro-5-methoxyisoindolin-2-yl)-2-methyl-4-oxobutanoic acid C(=O)(O)[C@H](CC(=O)N1CC2=CC(=C(C(=C2C1)F)OCCCOC1=C(C(=C2CN(CC2=C1)C(C[C@@H](C(=O)O)C)=O)F)OC)O)C